COC1=C(C(=CC2=C1C1=CC=C(C(C=C1[C@H](CC2)N2C(CCCC2)=O)=O)C(=O)OC)OC)OC methyl (S)-1,2,3-trimethoxy-9-oxo-7-(2-oxopiperidin-1-yl)-5,6,7,9-tetrahydrobenzo[a]heptalen-10-carboxylate